nickel molybdenum iron aluminum [Al].[Fe].[Mo].[Ni]